N[C@H]1CC=CC[C@@H]1C1=C(C=2N=C(N=C(C2S1)NCC=1SC=CC1)Cl)Br 6-((1s,6s)-6-aminocyclohex-3-en-1-yl)-7-bromo-2-chloro-N-(thiophen-2-ylmethyl)thieno[3,2-d]pyrimidin-4-amine